CC1=NC=2C(=NC(=CC2)C=2C=CN3N=C(N=CC32)NCC(C)C)N1C 5-(2,3-dimethyl-3H-imidazo[4,5-b]pyridin-5-yl)-N-isobutylpyrrolo[2,1-f][1,2,4]triazin-2-amine